2-[furo[2,3-b]pyridine-5-sulfonyl]-4H,5H,6H-pyrrolo[3,4-c]pyrazole O1C=CC=2C1=NC=C(C2)S(=O)(=O)N2N=C1C(=C2)CNC1